CN1CCN(CC1)CC1=CC=C(C=N1)B(O)O (6-((4-methylpiperazin-1-yl)methyl)pyridin-3-yl)boronic acid